(1r,4R)-N-((R)-1-((1s,4S)-4-(6-fluoroquinolin-4-yl)cyclohexyl)ethyl)-4-hydroxycyclohexanecarboxamide FC=1C=C2C(=CC=NC2=CC1)C1CCC(CC1)[C@@H](C)NC(=O)C1CCC(CC1)O